4-(3,4-dimethyl-1H-indol-5-yl)piperidine-1-carboxylic acid tert-butyl ester C(C)(C)(C)OC(=O)N1CCC(CC1)C=1C(=C2C(=CNC2=CC1)C)C